C(C)OC(\C(=C(\C(=O)OCC)/O)\OCC1=CC=CC=C1)=O (benzyloxy)-3-hydroxy-fumaric acid diethyl ester